BrCC(CC)OC 1-Bromo-2-methoxybutane